5-[[(1R)-1-[3-(1,1-difluoro-2-hydroxy-2-methyl-propyl)-2-methyl-phenyl]ethyl]amino]-1,3,8-trimethyl-imidazo[4,5-g]phthalazin-2-one FC(C(C)(C)O)(F)C=1C(=C(C=CC1)[C@@H](C)NC1=NN=C(C=2C=C3C(=CC12)N(C(N3C)=O)C)C)C